ClC1=C(C=C(C(=C1)F)OC)C1=CC=2N(C(N(C(C2S1)=O)C1=CN=CC2=CC=CC=C12)=O)C 6-(2-chloro-4-fluoro-5-methoxy-phenyl)-3-(4-isoquinolyl)-1-methyl-thieno[3,2-d]pyrimidine-2,4-dione